(cyclobutyl)methyl-(cycloheptyl)methyl-dimethoxysilane C1(CCC1)C[Si](OC)(OC)CC1CCCCCC1